C12OCC(C1)(C2)C2=NC(=CC(=N2)Cl)CC 2-(2-oxabicyclo[2.1.1]hex-4-yl)-4-chloro-6-ethylpyrimidine